BrC=1C=NC(=C2C=CC=NC12)N1C[C@@H](N([C@@H](C1)C)C(=O)OC(C)(C)C)C tert-butyl (2S,6R)-4-(8-bromo-1,6-naphthyridin-5-yl)-2,6-dimethyl-piperazine-1-carboxylate